9-(2-(4,6-diphenyl-1,3,5-triazin-2-yl)-5-fluorophenyl)-9H-carbazole C1(=CC=CC=C1)C1=NC(=NC(=N1)C1=CC=CC=C1)C1=C(C=C(C=C1)F)N1C2=CC=CC=C2C=2C=CC=CC12